NC1=C2C(=NC=N1)N(N=C2C)C(C)C2=C(C(=C(C#N)C(=C2)Cl)C2CN(C2)CC2COCC2)OCC 4-[1-(4-Amino-3-methyl-1H-pyrazolo[3,4-d]pyrimidin-1-yl)ethyl]-6-chloro-3-ethoxy-2-[1-(tetrahydrofuran-3-ylmethyl)azetidin-3-yl]benzonitrile